tris(diethoxysilyl)amine C(C)O[SiH](OCC)N([SiH](OCC)OCC)[SiH](OCC)OCC